benzyl 3-(2,4-difluorobenzyl)-2-chloro-4-oxo-3,5,7,8-tetrahydropyrido[4,3-d]pyrimidine-6(4H)-carboxylate FC1=C(CN2C(=NC3=C(C2=O)CN(CC3)C(=O)OCC3=CC=CC=C3)Cl)C=CC(=C1)F